N1-(2-(dimethylamino)ethyl)-N4-(4-(1-isopropyl-2-methyl-1H-imidazo[4,5-b]pyridine-6-yl)pyrimidin-2-yl)-5-methoxy-N1-methyl-2-nitrobenzene-1,4-diamine CN(CCN(C1=C(C=C(C(=C1)OC)NC1=NC=CC(=N1)C=1C=C2C(=NC1)N=C(N2C(C)C)C)[N+](=O)[O-])C)C